(R)-N-((R)-(4-methoxy-1-methyl-1H-pyrazol-3-yl)(1-methylcyclopentyl)methyl)-2-methylpropan-2-sulfinamide COC=1C(=NN(C1)C)[C@H](N[S@](=O)C(C)(C)C)C1(CCCC1)C